3-bromo-1,2-naphthoquinone BrC=1C(C(C2=CC=CC=C2C1)=O)=O